ClC1=C(C=CC(=C1)Cl)C(C=O)=O 2-(2,4-dichlorophenyl)-2-oxoacetaldehyde